4,5,6,7-tetrahydroisoxazolo(5,4-c)pyridin-3(2H)-one-4,4,7,7-d4 O1NC(C2=C1C(NCC2([2H])[2H])([2H])[2H])=O